C1(CC1)C1=CC=C(C=N1)C=1C=NC=2CCN(CC2C1)C1=C(C(=C(N=N1)C#N)C)C 6-(3-(6-cyclopropylpyridin-3-yl)-7,8-dihydro-1,6-naphthyridin-6(5H)-yl)-4,5-dimethylpyridazine-3-carbonitrile